C(C)(=O)OC=C.FC=C(F)F (trifluoroethylene) vinyl acetate